C(C(=C)C)(=O)OCCOC(=O)NCC(CC(CCNC(=O)OCCOC(C(=C)C)=O)C)(C)C 1,6-bis[2-methacryloyloxy-ethoxycarbonylamino]-2,2,4-trimethylhexane